2-(5-bromopentanyl)-4,4-dimethyloxazoline BrCCCCCC=1OCC(N1)(C)C